CC1(C2CN(CC1CNC2)C2=NC=1C(=NC=C(N1)SC=1C(=NC=CC1)C(F)(F)F)N2)C 2-(9,9-dimethyl-3,7-diazabicyclo[3.3.1]nonan-3-yl)-5-((2-(trifluoromethyl)pyridin-3-yl)thio)-1H-imidazo[4,5-b]pyrazine